N-(3'-(5-((3-acetamidoazetidin-1-yl)methyl)-6-methoxypyridin-2-yl)-2,2'-dichloro-[1,1'-biphenyl]-3-yl)-1,5-dimethyl-4,5,6,7-tetrahydro-1H-imidazo[4,5-c]pyridine-2-carboxamide C(C)(=O)NC1CN(C1)CC=1C=CC(=NC1OC)C=1C(=C(C=CC1)C1=C(C(=CC=C1)NC(=O)C=1N(C2=C(CN(CC2)C)N1)C)Cl)Cl